OC1=C(C(=O)C2=CC=CC=C2)C=CC(=C1)OCCNC(C=C)=O 2-hydroxy-4-[2-(acrylamido)ethoxy]benzophenone